N,N-bis(2-ethylhexyl)-1H-1,2,4-triazole-1-methylamine C(C)C(CN(CN1N=CN=C1)CC(CCCC)CC)CCCC